ClC1=C(C=CC(=C1)F)C1=CC(OC2=CC(=CC=C12)C(C)OCC)=O 4-(2-chloro-4-fluorophenyl)-7-(1-ethoxyethyl)-2H-chromen-2-one